S(SC1=C(C=CC(=C1)N(C)C)N)(O)(=O)=O S-(2-amino-5-(dimethylamino)phenyl) O-hydrogen sulfurothioate